(R)-N-(1-(1H-Indol-3-yl)propan-2-yl)-3-((tert-butyldiphenylsilyl)oxy)-2,2-difluoropropan-1-amine N1C=C(C2=CC=CC=C12)C[C@@H](C)NCC(CO[Si](C1=CC=CC=C1)(C1=CC=CC=C1)C(C)(C)C)(F)F